N,N'-Bis(2-aminoethyl)-1,2-ethylenediamine NCCNCCNCCN